C(C)(C)(C)OC(=O)[C@@H]1O[C@]([C@H]([C@H]1C1=C(C(=C(C=C1)F)F)O)C)(C(F)(F)F)C (2R,3S,4S,5R)-3-(3,4-difluoro-2-hydroxyphenyl)-4,5-dimethyl-5-(trifluoromethyl)tetrahydrofuran-2-carboxylic acid tert-butyl ester